C(C)(=O)N[C@@H](C(=O)N1[C@@H]([C@@H]2[C@H](C1)CCC2)C(=O)N[C@H](C[C@H]2C(NCC2)=O)\C=C(/S(=O)(=O)C)\F)C2=CC=CC=C2 (1S,3aR,6aS)-2-((R)-2-acetamido-2-phenylacetyl)-N-((R,Z)-4-fluoro-4-(methylsulfonyl)-1-((S)-2-oxopyrrolidin-3-yl)but-3-en-2-yl)octahydrocyclopenta[c]pyrrole-1-carboxamide